C1(=CC=CC=C1)[Ru]Cl Phenyl-ruthenium (II) chloride